2-(5-Isopropyl-3-methylisoxazol-4-yl)-5-methoxy-N-((1-(1-methyl-4-(trifluoromethyl)-1H-imidazol-2-yl)piperidin-4-yl)methyl)pyrimidin-4-amine C(C)(C)C1=C(C(=NO1)C)C1=NC=C(C(=N1)NCC1CCN(CC1)C=1N(C=C(N1)C(F)(F)F)C)OC